methacrylic acid zinc salt [Zn+2].C(C(=C)C)(=O)[O-].C(C(=C)C)(=O)[O-]